tert-butyl ((S)-1-((3R,5'S)-5'-carbamoyl-5-chloro-2-oxospiro[indoline-3,3'-pyrrolidin]-1'-yl)-4-fluoro-4-methyl-1-oxopentan-2-yl)(methyl)carbamate C(N)(=O)[C@@H]1C[C@@]2(CN1C([C@H](CC(C)(C)F)N(C(OC(C)(C)C)=O)C)=O)C(NC1=CC=C(C=C12)Cl)=O